3-(2-methoxyprop-2-ylthio)-2-(2,2,3-trimethylimidazolidin-1-yl)propionamide COC(C)(C)SCC(C(=O)N)N1C(N(CC1)C)(C)C